6-tert-butyl-9-(4-ethylphenyl)-10-methoxy-2-oxo-6,7-dihydro-2H-pyrido[2,1-a]isoquinoline-3-carboxylic acid ethyl ester C(C)OC(=O)C=1C(C=C2N(C(CC3=CC(=C(C=C23)OC)C2=CC=C(C=C2)CC)C(C)(C)C)C1)=O